FC=1C=C(C=C2CN(C(C12)=O)C1C(NC(CC1)=O)=O)C(=O)N1CC(N(CC1)CC1=C(CC(CC1)(C)C)C1=CC=C(C=C1)F)(C)C 3-(7-fluoro-5-(4-((4'-fluoro-5,5-dimethyl-3,4,5,6-tetrahydro-[1,1'-biphenyl]-2-yl)methyl)-3,3-dimethylpiperazine-1-carbonyl)-1-oxoisoindolin-2-yl)piperidine-2,6-dione